C1=C(C=CC=2C3=CC=CC=C3NC12)CC(=O)NC1(CC1)C1=CC(=CC=C1)F 2-(9H-carbazol-2-yl)-N-(1-(3-fluorophenyl)cyclopropyl)acetamide